ClC1=C(C=CC(=C1COC1=CC=NN1C)Cl)C(=O)C=1C(=NN(C1O)C)C (2,4-dichloro-3-((1-methyl-1H-pyrazol-5-yloxy)methyl)phenyl)-(5-hydroxy-1,3-dimethyl-1H-pyrazol-4-yl)methanone